5'-(3-(methylamino)prop-1-en-1-yl)-2'-oxo-1',2',5,7-tetrahydrospiro[cyclopenta[c]pyridine-6,3'-pyrrolo[2,3-b]pyridine]-3-carboxylic acid isopropyl ester hydrochloride Cl.C(C)(C)OC(=O)C1=CC2=C(C=N1)CC1(C(NC3=NC=C(C=C31)C=CCNC)=O)C2